5-decyne-4,7-diol CCCC(C#CC(CCC)O)O